5-(cyclopropylmethoxy)-2-fluoro-aniline C1(CC1)COC=1C=CC(=C(N)C1)F